4-chloro-3-methyl-1H-pyrazole-5-carbonyl chloride ClC=1C(=NNC1C(=O)Cl)C